CNC(C(C)NC(C(F)(F)F)=O)=O N-methyl-2-(2,2,2-trifluoroacetamido)propanamide